(4-fluoro-2-methyl-3-(3-(1-methyl-1H-pyrazol-4-yl)-1H-pyrazolo[3,4-c]pyridin-5-yl)phenyl)-N-methylmethanamine FC1=C(C(=C(C=C1)CNC)C)C=1C=C2C(=CN1)NN=C2C=2C=NN(C2)C